N-(3-(1H-benzo[d]imidazol-2-yl)-1H-pyrazol-4-yl)-2-chloro-5-methylpyrimidin-4-amine N1C(=NC2=C1C=CC=C2)C2=NNC=C2NC2=NC(=NC=C2C)Cl